ClC=1C=C(C=CC1)CNC(=O)C1C2CN(CC1CC2)C(=O)C2=NNC(=C2)C2=CC(=NC=C2F)OC N-[(3-chlorophenyl)methyl]-3-[5-(5-fluoro-2-methoxypyridin-4-yl)-1H-pyrazole-3-carbonyl]-3-azabicyclo[3.2.1]octane-8-carboxamide